(R)-2-(6-(5-(fluoromethyl)-6,7-dihydro-5H-pyrrolo[2,1-c][1,2,4]triazol-3-yl)Pyridin-2-yl)-6-(isopropyl(methyl)amino)-4-((methylamino)methyl)-2,3-dihydro-1H-pyrrolo[3,4-c]pyridine-1-one FC[C@H]1CCC2=NN=C(N21)C2=CC=CC(=N2)N2CC=1C(=NC(=CC1C2=O)N(C)C(C)C)CNC